methyl 3-(5-chloro-7-{[(furan-2-yl)methyl]amino}-3-methylthieno[3,2-b]pyridin-2-yl)-D-alaninate ClC1=CC(=C2C(=N1)C(=C(S2)C[C@@H](N)C(=O)OC)C)NCC=2OC=CC2